Zirconium (IV) Hydrogen Phosphate P(=O)(O)([O-])[O-].[Zr+4].P(=O)(O)([O-])[O-]